C(C)CC(CC(=O)[O-])=O.C(C)CC(CC(=O)[O-])=O.[Al+2] aluminum di(ethylacetoacetate)